ClC1=CC=C2N=CC(=NC2=C1)C(Br)Br 7-chloro-2-(dibromomethyl)quinoxaline